(2,6-dimethylphenyl)-1,3-phenylene bisphosphate P(=O)(OC1=C(C(=CC=C1)OP(=O)([O-])[O-])C1=C(C=CC=C1C)C)([O-])[O-]